C(=CC)C(C(=O)[O-])CC(=O)[O-] 2-propenylsuccinate